C1(=CC=CC2=CC=CC=C12)C(=O)OOCl.[Rb] rubidium chloro-hydroxy naphthoate